4-Amino-3-[6-(3,5-dimethylphenyl)pyridin-3-ylazo]naphthalene-1-sulfonic acid NC1=C(C=C(C2=CC=CC=C12)S(=O)(=O)O)N=NC=1C=NC(=CC1)C1=CC(=CC(=C1)C)C